C(C1=CC=CC=C1)OC1=C2C(=C(N(C2=CC(=C1)F)C1=CC(=C(C=C1)F)C)C(=C)C)C=1C=C(C=NC1)C(=O)OC methyl 5-[4-benzyloxy-6-fluoro-1-(4-fluoro-3-methyl-phenyl)-2-isopropenyl-indol-3-yl]pyridine-3-carboxylate